1-bromo-7-chloro-3-(3-fluoro-5-methylphenyl)imidazo[1,5-a]pyridine-8-carboxylic acid ethyl ester C(C)OC(=O)C=1C=2N(C=CC1Cl)C(=NC2Br)C2=CC(=CC(=C2)C)F